N-[2-Methyl-4-(4-trifluoromethyl-benzylamino)-phenyl]-butyramide CC1=C(C=CC(=C1)NCC1=CC=C(C=C1)C(F)(F)F)NC(CCC)=O